COC(=O)[C@H]1N(C[C@@H](C1)OCCOCC1=CC=CC=C1)C(=O)OC(C)(C)C (2S,4R)-4-(2-benzyloxyethoxy)pyrrolidine-1,2-dicarboxylic acid O1-tert-butyl O2-methyl ester